[P].P(OC1=C(C=C(C=C1)C(C)(C)C)C(C)(C)C)(OC1=C(C=C(C=C1)C(C)(C)C)C(C)(C)C)OC1=C(C=C(C=C1)C(C)(C)C)C(C)(C)C Tris(2,4-di-tert-butylphenyl) phosphite Phosphorus